FC([C@@](CNC(=O)C1=NC(=C(C=C1N)C(F)(F)F)C1=C(C=C(C=C1)Cl)Cl)(C)O)(F)F 3-amino-6-(2,4-dichloro-phenyl)-5-trifluoromethyl-pyridine-2-carboxylic acid ((S)-3,3,3-trifluoro-2-hydroxy-2-methyl-propyl)-amide